CN1C=CC2=CC(=CC=C12)C 1,5-dimethyl-indole